NCC1(CC1)C1=CC=C(C=C1)C1=C(C=C(C#N)C=C1)OC1=NC(=NC(=C1)N1CCOCC1)C 4-[4-[1-(aminomethyl)cyclopropyl]phenyl]-3-(2-methyl-6-morpholin-4-ylpyrimidin-4-yl)oxybenzonitrile